2-bromo-1-(thiophen-2-yl)-ethanone BrCC(=O)C=1SC=CC1